(R)-8-bromo-N2-(3-fluoro-5-methylphenyl)-N4-(1-(thiophen-2-yl)ethyl)quinazoline-2,4-diamine BrC=1C=CC=C2C(=NC(=NC12)NC1=CC(=CC(=C1)C)F)N[C@H](C)C=1SC=CC1